C(C1=CC=CC=C1)OCC(=O)N1CCOCC1 2-(benzyloxy)-1-morpholinoethan-1-one